ClC1=CC=C(S1)CNC1=C(C(=NN1C(=O)C1=C(OC=C1)C)C1CN(CC1C(F)(F)F)CC(=O)N1CCOCC1)C#N 5-{[(5-chlorothiophen-2-yl)methyl]amino}-1-(2-methylfuran-3-carbonyl)-3-{1-[2-(morpholin-4-yl)-2-oxoethyl]-4-(trifluoromethyl)pyrrolidin-3-yl}-1H-pyrazole-4-carbonitrile